C([C@@H]1[C@H]([C@@H]([C@H]([C@H](O1)O[C@H]2[C@@H]([C@H]([C@@H](O[C@H]2C(=O)[O-])O[C@@H]3[C@H](O[C@@H]([C@@H]([C@H]3O)NS(=O)(=O)[O-])O)COS(=O)(=O)[O-])OS(=O)(=O)[O-])O)[NH3+])O)O)O The molecule is a carbohydrate acid derivative anion arising from deprotonation of the carboxylic acid and sulfate groups of the repeating units and protonation of the free amino group on the glucosamine of heparan sulfate alpha-D-glucosaminide; major species at pH 7.3. It is an organic sulfamate oxoanion, a carbohydrate acid derivative anion and an ionic polymer. It is a conjugate base of a heparan sulfate alpha-D-glucosaminide.